C(C)OC1CCC(CC1)NC1=NC(=NC=C1C(=O)N)N[C@H]1C[C@@H](CC1)O 4-((1s,4S)-4-ethoxycyclohexylamino)-2-((1R,3R)-3-hydroxycyclopentylamino)pyrimidine-5-carboxamide